diethyl 2,5-diamino-3,4-thiophenedicarboxylate NC=1SC(=C(C1C(=O)OCC)C(=O)OCC)N